2,5-dichloro-N-(2-(((R)-1-((S)-6,7-dimethyl-4,9-dioxo-1,3,6,2-dioxazaboronan-2-yl)-3-methylbutyl)amino)-2-oxoethyl)benzamide ClC1=C(C(=O)NCC(=O)N[C@@H](CC(C)C)B2OC(C[C@@H](N(CC(O2)=O)C)C)=O)C=C(C=C1)Cl